2'-chloro-4'-(((R)-1-methylpyrrolidin-2-yl)methoxy)-4,5,5',6'-tetrahydro-2H-spiro[furan-3,8'-pyrano[3,4-b]pyridine] ClC1=CC(=C2C(=N1)C1(OCC2)COCC1)OC[C@@H]1N(CCC1)C